S1C(=CC=C1)C1=NN=C(O1)CN1C(C2=CC=CC=C2CC1)=O 2-((5-(thiophen-2-yl)-1,3,4-oxadiazol-2-yl)methyl)-3,4-dihydroisoquinolin-1(2H)-one